(1R,2S,5S)-3-(2,2-diphenylacetyl)-8-(methyl(pyridine-2-ylmethyl)carbamoyl)-3,8-diazabicyclo[3.2.1]octane-2-carboxylic acid C1(=CC=CC=C1)C(C(=O)N1[C@@H]([C@H]2CC[C@@H](C1)N2C(N(CC2=NC=CC=C2)C)=O)C(=O)O)C2=CC=CC=C2